4-cyano-4-(thiobenzoyl)valeric acid C(#N)C(CCC(=O)O)(C)C(C1=CC=CC=C1)=S